6-(5-chloro-2-fluorophenyl)-3-[(2-hydroxyethyl)sulfanyl]pyridazin ClC=1C=CC(=C(C1)C1=CC=C(N=N1)SCCO)F